N-(3-bromo-2-methylphenyl)-5-(((2-methoxyethyl)amino)methyl)picolinamide BrC=1C(=C(C=CC1)NC(C1=NC=C(C=C1)CNCCOC)=O)C